methyl (1R,2S,5S)-3-[(2S)-2-(tert-butoxycarbonylamino)-3-(2-pyridyl) propanoyl]-6,6-dimethyl-3-azabicyclo[3.1.0]hexane-2-carboxylate C(C)(C)(C)OC(=O)N[C@H](C(=O)N1[C@@H]([C@H]2C([C@H]2C1)(C)C)C(=O)OC)CC1=NC=CC=C1